C(C)(C)C1=NC(=NC(=N1)C(C)C)C1=CC=CC=C1 2,4-diisopropyl-6-phenyl-1,3,5-triazine